C(C)(=O)O.C(C)(=O)O.C(C)(=O)O.OCCNCCN N-hydroxyethyl-ethylenediamine triacetic acid salt